4-(6-(difluoromethyl)-5-methylpyridin-3-yl)-1,2,2,7,8-pentamethyl-1,2-dihydroquinazoline FC(C1=C(C=C(C=N1)C1=NC(N(C2=C(C(=CC=C12)C)C)C)(C)C)C)F